(cis)-3-{[2-(2,6-dioxopiperidin-3-yl)-1,3-dioxoisoindol-4-yl]amino}cyclobutane-1-carboxylic acid O=C1NC(CCC1N1C(C2=CC=CC(=C2C1=O)N[C@H]1C[C@H](C1)C(=O)O)=O)=O